NCCC=1C=CC(=NC1)C1=C(OC2=CC(=NN2C)C(=O)O)C=C(C=C1)C#N 5-[2-[5-(2-aminoethyl)pyridin-2-yl]-5-cyanophenoxy]-1-methylpyrazole-3-carboxylic acid